2-chloroethyl-methane ClCCC